C(C1=CC=CC=C1)OC1CN(C1)S(=O)(=O)N1C[C@H](CC1)C(=O)N([C@@H](C(C)C)C(=O)O)C N-((S)-1-((3-(benzyloxy)azetidin-1-yl)sulfonyl)pyrrolidine-3-carbonyl)-N-methyl-L-valine